1-(azetidin-3-yl)-4-nitro-1H-pyrazole N1CC(C1)N1N=CC(=C1)[N+](=O)[O-]